(R)-4-(1-(1-acryloylpiperidin-3-yl)-5-aminoimidazo[1,5-c]pyrimidin-3-yl)-N-(pyridin-2-yl)benzamide C(C=C)(=O)N1C[C@@H](CCC1)C=1N=C(N2C(=NC=CC21)N)C2=CC=C(C(=O)NC1=NC=CC=C1)C=C2